ClC1(C(C1C(OCC)OCC)C1=CC=CC=C1)Cl rac-(2,2-dichloro-3-(diethoxymethyl)cyclopropyl)benzene